tert-butyl (2-(4-amino-7-bromo-8-chloro-2H-pyrazolo[3,4-c]quinolin-2-yl)ethyl)carbamate NC1=NC=2C=C(C(=CC2C=2C1=NN(C2)CCNC(OC(C)(C)C)=O)Cl)Br